C(C)(C)(C)OC(=O)N[C@@H](CC1=CNC2=CC=C(C=C12)OC(C)=O)C(=O)O N-(tert-Butoxycarbonyl)-L-5-acetoxy-tryptophan